4-(PYRAZOL-5-YL)-INDOLE N1N=CC=C1C1=C2C=CNC2=CC=C1